COC(=O)C1(CC2=C(C(=CC(=C2C1)C)CCOS(=O)(=O)C1=CC=C(C)C=C1)C)C(=O)OC 4,7-dimethyl-6-(2-(tosyloxy)ethyl)-1,3-dihydro-2H-indene-2,2-dicarboxylic acid dimethyl ester